ClC=1C(N(N=CC1Cl)CC(=O)C1=C(C=C(C=C1)Cl)C)=O 4,5-dichloro-2-[2-(4-chloro-2-methyl-phenyl)-2-oxo-ethyl]pyridazin-3-one